C(CCC)C(=CC)CCCCCCC 3-butyldec-2-ene